N-(5-bromo-2-nitrophenyl)N-methyl-methanesulfonamide BrC=1C=CC(=C(C1)N(S(=O)(=O)C)C)[N+](=O)[O-]